N-ethynyl-N-methyl-sulfonamide C(#C)N(S(=O)=O)C